FC1=C(COC=2C=CC3=C(C(=C(O3)C)C(=O)NC3C(CNCC3)(F)F)C2)C=CC=C1F 5-((2,3-difluorobenzyl)oxy)-N-(3,3-difluoropiperidin-4-yl)-2-methylbenzofuran-3-carboxamide